N[C@@H](CC(=O)OCC)C=1C=NC=NC1 (S)-Ethyl 3-amino-3-(pyrimidin-5-yl)propanoate